N-(5-((6-((R)-3-(3-cyanophenyl)isoxazolidine-2-yl)pyrimidine-4-yl)amino)-2-(4-(4-isopropylpiperazine-1-yl)piperidine-1-yl)-4-methoxyphenyl)acrylamide C(#N)C=1C=C(C=CC1)[C@@H]1N(OCC1)C1=CC(=NC=N1)NC=1C(=CC(=C(C1)NC(C=C)=O)N1CCC(CC1)N1CCN(CC1)C(C)C)OC